OC1=CC=C(C=C1)S(=O)(=O)C1=CC=C(C=C1)OS(=O)(=O)C1=CC=CC=C1 Benzenesulfonic acid 4-(4-hydroxy-benzenesulfonyl)-phenyl ester